O[C@H]1CN(CC1)C(=O)C1=CC=C(C=N1)NC(O[C@@H](COC1=C(C=C2C(=N1)SC(=N2)C2=C1N=CC(=NC1=CC(=C2)C)OC)F)C)=O (R)-1-((6-fluoro-2-(2-methoxy-7-methylquinoxalin-5-yl)thiazolo[5,4-b]pyridin-5-yl)oxy)propan-2-yl (6-((R)-3-hydroxypyrrolidine-1-carbonyl)pyridin-3-yl)carbamate